C(C)C1=C(C=CC(=C1)OC(C)C)O 2-Ethyl-4-isopropoxy-phenol